C1(=CC=CC=C1)S(=O)(=O)ON=C(C#N)C1=CC=C(C=C1)Cl α-(benzenesulfonyloxyimino)-4-chlorophenylacetonitrile